2-[(3R)-3-[1-(2,6-dioxo-3-piperidyl)-3-methyl-2-oxo-benzimidazol-5-yl]-1-piperidyl]-N-[5-fluoro-7-hydroxy-6-(1,1,4-trioxo-1,2,5-thiadiazolidin-2-yl)-2-naphthyl]acetamide O=C1NC(CCC1N1C(N(C2=C1C=CC(=C2)[C@@H]2CN(CCC2)CC(=O)NC2=CC1=CC(=C(C(=C1C=C2)F)N2S(NC(C2)=O)(=O)=O)O)C)=O)=O